N-(6-METHOXY-1-METHYL-1H-INDAZOL-7-YL)-1-(4-(2-METHOXYPROPAN-2-YL)PYRIDIN-2-YL)-1H-PYRAZOLE-4-SULFONAMIDE COC1=CC=C2C=NN(C2=C1NS(=O)(=O)C=1C=NN(C1)C1=NC=CC(=C1)C(C)(C)OC)C